CN([Si](OCCCC)(OCCCC)OCCCC)C1CCCCC1 N-methyl-N-(tributoxysilyl)cyclohexylamine